NC1=CC(N(C2=CC(=CC=C12)C(F)(F)F)C1=C2CCOCC2=CC=C1)=O 4-Amino-1-(3,4-dihydro-1H-isochromen-5-yl)-2-oxo-7-(trifluoromethyl)-1,2-dihydroquinoline